N1(CCOCC1)CCOC1=CC=C(C=C1)CC(=O)O {4-[2-(morpholin-4-yl)ethoxy]phenyl}acetic acid